4,6-dichloro-5-methylquinoline ClC1=CC=NC2=CC=C(C(=C12)C)Cl